(2R,4R)-4-[[(5R)-3-(3,5-difluorophenyl)-5-methyl-4H-isoxazole-5-carbonyl]amino]tetrahydrofuran-2-carboxylic acid FC=1C=C(C=C(C1)F)C1=NO[C@](C1)(C(=O)N[C@@H]1C[C@@H](OC1)C(=O)O)C